ClC1=C(C=CC(=C1)S(=O)(=O)N1CC2C(C1)CCC2)C2=CC=C1C(=N2)C(=NN1)N 5-(2-chloro-4-((hexahydrocyclopenta[c]pyrrol-2(1H)-yl)sulfonyl)phenyl)-1H-pyrazolo[4,3-b]pyridin-3-amine